O1C2=C(OCC1)C=C(C=C2)C2C1(CCC(N1)=O)CCN2C=2C=C1C=NN(C1=CC2)C2=CC=C(C=C2)F 6-(2,3-dihydrobenzo[b][1,4]dioxin-6-yl)-7-(1-(4-fluorophenyl)-1H-indazol-5-yl)-1,7-diazaspiro[4.4]nonan-2-one